2-((2-methyloxazol-4-yl)methyl)-6-(2-(2,2,2-trifluoroethoxy)pyrimidin-5-yl)pyridazin-3(2H)-one CC=1OC=C(N1)CN1N=C(C=CC1=O)C=1C=NC(=NC1)OCC(F)(F)F